OC1=C(C(=CC(=C1C(=O)N(CC=1C=NC=CC1)C)CCCCC)O)C1=CC(=CC=C1)C 2,6-dihydroxy-N,3'-dimethyl-4-pentyl-N-(pyridin-3-ylmethyl)-[1,1'-biphenyl]-3-carboxamide